C/C(/C=C/C(=O)ONC(=O)N1CCC(CC1)C(=O)O)=C\C=C\C(=C\C=C\C=C(\C=C\C=C(/C=C/C(=O)[O-])\C)/C)\C 1-[4-carboxypiperidinamido] (2E,4E,6E,8E,10E,12E,14E,16Z,18E)-4,8,13,17-tetramethylicosa-2,4,6,8,10,12,14,16,18-nonaenedioate